FC1=C2C=C(C(NC2=CC(=C1)F)=O)C=1N=NN(C1)C1=CC=C(C=C1)C(=O)N1CCOCC1 5,7-difluoro-3-{1-[4-(morpholine-4-carbonyl)-phenyl]-1H-[1,2,3]triazol-4-yl}-1H-quinolin-2-one